N-({4-[2-(2-methoxyethyl)-2H-1,2,3-triazol-4-yl]phenyl}methyl)-6-{7-methoxyimidazo[1,2-a]pyridin-3-yl}pyrimidin-4-amine COCCN1N=CC(=N1)C1=CC=C(C=C1)CNC1=NC=NC(=C1)C1=CN=C2N1C=CC(=C2)OC